C(C)(C)(C)OC(=O)N(C1(CC1)C(=O)OCC)C ethyl 1-((tert-butoxycarbonyl)(methyl)amino)cyclopropane-1-carboxylate